[B].[Ti].[V].[Si] silicon vanadium titanium boron